6-(4-(difluoromethoxy)phenyl)thiazolo[4,5-b]pyridine FC(OC1=CC=C(C=C1)C=1C=C2C(=NC1)N=CS2)F